4-methyl-2-propoxythiazole-5-carboxylic acid CC=1N=C(SC1C(=O)O)OCCC